C(C1=CC=CC=C1)OC(NC1=CC(=NN1C(C)(C)C)[C@H]1OC[C@H](C1)O[Si](C)(C)C(C)(C)C)=O (1-(tert-butyl)-3-((2S,4S)-4-((tert-butyldimethylsilyl)oxy)tetrahydrofuran-2-yl)-1H-pyrazol-5-yl)carbamic acid benzyl ester